2,2'-methylene-bis(6-α-methylbenzyl-p-cresol) C(C1=CC(=CC(=C1O)C(C1=CC=CC=C1)C)C)C1=CC(=CC(=C1O)C(C1=CC=CC=C1)C)C